ClC1=NC(=CC(=C1)C([C@H]1[C@@H](C1)C(=O)OCC)(F)F)Cl Trans-ethyl 2-[(2,6-dichloro-4-pyridyl)-difluoro-methyl]cyclopropanecarboxylate